C(C)(=O)OC=1C(=C(C=CC1)[IH2])C1=CC=CC=C1 acetoxy(phenyl)-λ3-iodobenzene